N-((1H-Imidazol-4-yl)methyl)-6-(1-isopropyl-1H-pyrazol-3-yl)-5-methyl-2-(1-methyl-1H-imidazol-2-yl)thieno[2,3-d]pyrimidin-4-amine N1C=NC(=C1)CNC=1C2=C(N=C(N1)C=1N(C=CN1)C)SC(=C2C)C2=NN(C=C2)C(C)C